COC=1C=C(CN(C2=CC=C(C=C2)CCC2=CC(=CC=C2)OC)CC2=CC(=CC=C2)OC)C=CC1 N,N-bis(3-methoxybenzyl)-4-((3-methoxybenzyl)methyl)aniline